1-(2-methoxypyridin-3-yl)cyclobutan-1-ol COC1=NC=CC=C1C1(CCC1)O